N-[5-(4-cyano-3-fluoro-2-methylphenyl)-[1,2,4]triazolo[1,5-a]pyridin-7-yl]acetamide C(#N)C1=C(C(=C(C=C1)C1=CC(=CC=2N1N=CN2)NC(C)=O)C)F